ClC1=C(C=CC=C1C=1C=CC2=C(OCC(N2CC(OC)OC)=O)C1)C1=C(C(=CC=C1)C=1C=CC2=C(OCC(N2CC(OC)OC)=O)C1)Cl 7,7'-(2,2'-dichloro-[1,1'-biphenyl]-3,3'-diyl)bis(4-(2,2-dimethoxyethyl)-2H-benzo[b][1,4]oxazin-3(4H)-one)